P(O)(=O)(OP(=O)(O)OP(=O)(O)O)OC[C@@H]1[C@H](C[C@@H](O1)N1C(=O)N=C(N)C=C1)O deoxyCytidine TriPhosphate